ClC=1C=C(C=CC1F)NC1N(C(=NC(=N1)N)N1CCOCC1)C1=CC(=CC=C1)F N-(3-Chloro-4-fluorophenyl)-N1-(3-fluorophenyl)6-morpholin-4-yl-[1,3,5]triazine-2,4-diamine